ClC=1C=CC(=C(C1)C1=CC(=C(N=N1)OCC(F)F)C1(CC(=NC=C1)N)N)F 4-[6-(5-chloro-2-fluorophenyl)-3-(2,2-difluoroethoxy)pyridazin-4-yl]pyridine-2,4-diamine